ClC=1C=CC(=C(CC2=CC=C(N=N2)C2C(=NN(C(C2)=O)C)C(=O)N)C1)F (6-(5-chloro-2-fluorobenzyl)pyridazin-3-yl)-1-methyl-6-oxo-1,4,5,6-tetrahydropyridazine-3-carboxamide